ethyl 3-((4-butoxyphenyl)sulfonyl)-4-(4-(2-(pyrrolidin-1-yl)ethyl)-1,4-diazepan-1-yl)quinoline-6-carboxylate C(CCC)OC1=CC=C(C=C1)S(=O)(=O)C=1C=NC2=CC=C(C=C2C1N1CCN(CCC1)CCN1CCCC1)C(=O)OCC